C(C)(C)(C)C1=CC=C(C=C1)NC(\C=C\C)=O (E)-N-p-tert-butylphenyl-2-butenamide